BrC=1N=C(CN(C1)COCC[Si](C)(C)C)N1CCN(CC1)S(=O)(=O)C 5-bromo-3-(4-(methylsulfonyl)piperazin-1-yl)-1-[(2-(trimethylsilyl)ethoxy)methyl]Pyrazin